α-ethyl-tetrahydropyrimidinone C(C)N1C(NCCC1)=O